deuterosodium borohydride [BH4-].[2H][Na]